Chloro(1,5-cyclooctadiene) rhodium(I) [Rh+].ClC1=CCCC=CCC1